N-(2-methyl-4-((4-methyl-2-(N-methylmethanesulfonamido)phenyl)amino)-3-oxo-2,3-dihydro-1H-pyrazolo[3,4-b]pyridin-6-yl)cyclopropanecarboxamide CN1NC2=NC(=CC(=C2C1=O)NC1=C(C=C(C=C1)C)N(S(=O)(=O)C)C)NC(=O)C1CC1